2,4,6,7-tetrahydropyrrolo[4,3-c]Pyridine-5-carboxylic acid tert-butyl ester C(C)(C)(C)OC(=O)N1CC=2C(CC1)=CNC2